N-(4-{1-[(2-chlorophenyl)carbonyl]piperidin-4-yl}butyl)thieno[2,3-c]pyridine-2-carboxamide ClC1=C(C=CC=C1)C(=O)N1CCC(CC1)CCCCNC(=O)C1=CC=2C(=CN=CC2)S1